C(C(C)(C)C)P(CC(C)(C)C)=O dineopentylphosphine oxide